FC(N1N=C(C=C1)C1=NC(=NC=C1C(F)(F)F)N[C@@H]1CC[C@H](CC1)N(C(=O)NCC(C)(C)O)C1=NC=C(C=C1)C=1C=NC(=NC1)OC)F 1-(trans-4-((4-(1-(difluoromethyl)-1H-pyrazol-3-yl)-5-(trifluoromethyl)pyrimidin-2-yl)amino)cyclohexyl)-3-(2-hydroxy-2-methylpropyl)-1-(5-(2-methoxypyrimidin-5-yl)pyridin-2-yl)urea